CC1=NOC(=C1C1=CC2=C(N(C(=N2)[C@@H]2CCC(N2C2=CC(=CC=C2)F)=O)C2CCS(CC2)(=O)=O)C=C1)C (S)-5-(5-(3,5-dimethylisoxazol-4-yl)-1-(1,1-dioxidotetrahydro-2H-thiopyran-4-yl)-1H-benzo[d]imidazol-2-yl)-1-(3-fluorophenyl)pyrrolidin-2-one